trans-5-hepten-1-ol C(CCC\C=C\C)O